(E)-3-(3,4-dihydroxyphenyl)acrylic acid phenethyl ester C(CC1=CC=CC=C1)OC(\C=C\C1=CC(=C(C=C1)O)O)=O